N1-(2-((3,3-dimethylcyclopentyl)(methyl)amino)phenyl)-N4,N4-dimethylbenzene-1,4-disulfonamide CC1(CC(CC1)N(C1=C(C=CC=C1)NS(=O)(=O)C1=CC=C(C=C1)S(=O)(=O)N(C)C)C)C